OC1=CC=C(C=C1)/C(=C(\CC)/C1=CC=CC=C1)/C1=CC=C(OCCCCCN2CCN(CC2)C2=CC3=C(C=N2)C(N(C3)C3C(NC(CC3)=O)=O)=O)C=C1 (Z)-3-(6-(4-(5-(4-(1-(4-hydroxyphenyl)-2-phenylbut-1-en-1-yl)phenoxy)pentyl)piperazin-1-yl)-3-oxo-1,3-dihydro-2H-pyrrolo[3,4-c]pyridin-2-yl)piperidine-2,6-dione